butynyl carbamate C(N)(OC#CCC)=O